C=1([O-])C([O-])=CC=CC1.C=1([O-])C([O-])=CC=CC1.C=1([O-])C([O-])=CC=CC1.[Fe+6] iron tris-catecholate